ClC1=CC(=NC(=C1C(=O)O)N1CC(OCC1)(C)C)Cl 4,6-dichloro-2-(2,2-dimethylmorpholino)nicotinic acid